CC=1N(C(=CN1)[N+](=O)[O-])C(C)O (2-methyl-5-nitro-1H-imidazol-1-yl)ethanol